N-(7-cyclopropyl-6-(4-(4-hydroxy-3-methyltetrahydrofuran-3-yl)piperazin-1-yl)isoquinolin-3-yl)-6-oxaspiro[2.5]octane-1-carboxamide C1(CC1)C1=C(C=C2C=C(N=CC2=C1)NC(=O)C1CC12CCOCC2)N2CCN(CC2)C2(COCC2O)C